2-pyrazin-carbonitrile N1=C(C=NC=C1)C#N